tert-Butyl 2-[3-(dimethylamino)phenyl]piperidine-1-carboxylate Sodium hydride [H-].[Na+].CN(C=1C=C(C=CC1)C1N(CCCC1)C(=O)OC(C)(C)C)C